(R)-1'-(5-Amino-1-(2-bromophenyl)-1H-pyrazole-4-carbonyl)-6-chloro-5-fluorospiro[benzo[d][1,3]oxazine-4,3'-piperidin]-2(1H)-one NC1=C(C=NN1C1=C(C=CC=C1)Br)C(=O)N1C[C@@]2(CCC1)C1=C(NC(O2)=O)C=CC(=C1F)Cl